8-(3,5-dimethyl-4-oxo-4,5-dihydro-1H-pyrazolo[3,4-d]pyrimidin-6-yl)-2-(2-(trifluoromethyl)pyridin-4-yl)-2,8-diazaspiro[4.5]decan-3-one CC1=NNC=2N=C(N(C(C21)=O)C)N2CCC1(CC(N(C1)C1=CC(=NC=C1)C(F)(F)F)=O)CC2